(2S,5S,8S,11S)-2,5,8,11-tetramethyl-1,4,7,10-tetrazacyclododecane C[C@@H]1NC[C@@H](NC[C@@H](NC[C@@H](NC1)C)C)C